C(C)(C)(C)OC(=O)N1C(C(CC1)N(C)C1=NC(=NC2=C(C(=C(C=C12)Cl)Br)I)OC[C@]12CCCN2C[C@@H](C1)F)C tert-butyl-3-((7-bromo-6-chloro-2-(((2R,7aS)-2-fluorotetrahydro-1H-pyrrolizin-7a(5H)-yl)methoxy)-8-iodoquinazolin-4-yl)(methyl)amino)-2-methylpyrrolidine-1-carboxylate